2,2,2-trifluoroethyl 6-(4-((2-formylphenoxy)methyl)phenyl)nicotinate C(=O)C1=C(OCC2=CC=C(C=C2)C2=NC=C(C(=O)OCC(F)(F)F)C=C2)C=CC=C1